2-(4-(2-(2,6-dimethylpyridin-4-yl)-3-ethyl-1H-indol-5-yl)piperidin-1-yl)-N-methylacetamide CC1=NC(=CC(=C1)C=1NC2=CC=C(C=C2C1CC)C1CCN(CC1)CC(=O)NC)C